C(C)(C)C1=C(NC2=CC=C(C=C12)C1CCN(CC1)CCOC)C1=C2C=CC=NC2=C(C=C1)C#N 5-(3-isopropyl-5-(1-(2-methoxyethyl)piperidin-4-yl)-1H-indol-2-yl)quinoline-8-carbonitrile